CC1=C(C=CC=C1C)N1CCN(CC1)C(CN1N=C(C2=C1C(CC2)O)C(=O)N2C[C@@H]([C@H](CC2)O)F)=O 1-(4-(2,3-Dimethylphenyl)piperazin-1-yl)-2-(3-((3S,4S)-3-fluoro-4-hydroxypiperidin-1-carbonyl)-6-hydroxy-5,6-dihydrocyclopenta[c]pyrazol-1(4H)-yl)ethan-1-on